[Nb].[Ta].[La].[Li] lithium lanthanum tantalum-niobium